benzyl (R,E)-(2-(5-(1-((tert-butylsulfinyl)imino)ethyl)selenophen-3-yl)benzyl)(methyl)carbamate C(C)(C)(C)[S@@](=O)\N=C(/C)\C1=CC(=C[Se]1)C1=C(CN(C(OCC2=CC=CC=C2)=O)C)C=CC=C1